N1(C=NC=2C=NC=CC21)CC2(CC1(CN(C(C1=O)=O)C1=NC=C(N=C1)C(C)(C)O)CCC2)C 7-((1H-imidazo[4,5-c]pyridin-1-yl)methyl)-3-(5-(2-hydroxypropane-2-yl)pyrazin-2-yl)-7-methyl-1-oxo-3-azaspiro[4.5]decan-2-one